ClC1=C(C(=O)N2COC3=C(C2)C=CC=C3C3=CC(=C(C(=O)OC)C=C3F)N3C2COCC3CC2)C(=CC(=C1)N1CC2(C1)CC(C2)(F)F)Cl methyl 4-[3-[2,6-dichloro-4-(6,6-difluoro-2-azaspiro[3.3]heptan-2-yl)benzoyl]-2,4-dihydro-1,3-benzoxazin-8-yl]-5-fluoro-2-(3-oxa-8-azabicyclo[3.2.1]octan-8-yl)benzoate